COC(C1=CC(=C(C=C1)C)N1CC2=C(N=C(N=C2)N(C(=O)OC(C)(C)C)C(=O)OC(C)(C)C)CC1)=O 3-{2-[bis(t-butoxycarbonyl)amino]-7,8-dihydropyrido[4,3-d]pyrimidin-6(5H)-yl}-4-methylbenzoic acid methyl ester